Cis-2-(4-aminocyclohexyl)acetonitrile hydrochloride Cl.N[C@H]1CC[C@H](CC1)CC#N